C(C)NC(=O)NC=1N(C(=CN1)CC1CCN(CC1)C=1C(=NC(=CC1)C=1NC=CN1)F)C 1-ethyl-3-(5-((1-(2-fluoro-6-(1H-imidazol-2-yl)pyridin-3-yl)piperidin-4-yl)methyl)-1-methyl-1H-imidazol-2-yl)urea